FC(C(=O)O)(F)F.FC(C(=O)NC1=CC=C(C=C1)C1=C(C(=CC=C1)C1=CC(=NO1)N1CCNCC1)O)(F)F 2,2,2-Trifluoro-N-(2'-hydroxy-3'-(3-(piperazin-1-yl)isoxazol-5-yl)-[1,1'-biphenyl]-4-yl)acetamide 2,2,2-trifluoroacetate